1,3,8-para-menthatriene C1(=CC=C(CC1)C(=C)C)C